C=CC(=O)C1=CC=C(C=C1)Cl methylene-(4-chlorophenyl)ethanone